1-oxo-2,5-diazaspiro[3.4]octan O=C1NCC12NCCC2